3-(5-isopropyl-2-methylene-cyclohexyl)propanal C(C)(C)C1CCC(C(C1)CCC=O)=C